CC1=NOC(=N1)CC(CCC1CCOCC1)=O 1-(3-methyl-1,2,4-oxadiazol-5-yl)-4-(tetrahydro-2H-pyran-4-yl)butan-2-one